1-(p-bromophenylthio)-2-naphthol BrC1=CC=C(C=C1)SC1=C(C=CC2=CC=CC=C12)O